sec-pentadecanol C(C)(CCCCCCCCCCCCC)O